C(CCCCCCCCC\C=C\CCCC)CC(=O)O.C(CCCCCCCCC\C=C/CCCC)CC(=O)O.C(C)(=O)OCCCCCC\C=C/CCCC Z-7-Dodecenyl acetate Z-11-Hexadecenyl-acetate E-11-hexadecen-1-yl-acetate